tert-butyl 2-(2-(methoxymethoxy)phenyl)-6a,7,9,10-tetrahydro-5H-pyrazino[1',2':4,5]pyrazino[2,3-c]pyridazine-8(6H)-carboxylate COCOC1=C(C=CC=C1)C=1C=C2C(=NN1)NCC1N2CCN(C1)C(=O)OC(C)(C)C